(1S,3R,4S,5R)-3-((5-fluoro-4-(4-isopropyl-7-methylthieno[3,2-c]pyridazin-6-yl)pyrimidin-2-yl)amino)-6,8-dioxabicyclo[3.2.1]octan-4-ol FC=1C(=NC(=NC1)N[C@@H]1C[C@H]2CO[C@@H]([C@H]1O)O2)C2=C(C=1N=NC=C(C1S2)C(C)C)C